ClC=1C=C(C(=O)NC=2C=C3CC[C@H](OC3=CC2)C(=O)OC)C=C(C1)Cl methyl (S)-6-(3,5-dichlorobenzamido)chromane-2-carboxylate